2-bromo-3-(difluoromethyl)pyridine BrC1=NC=CC=C1C(F)F